BrC=1C=C2NC=C(C[C@H](N)C(=O)O)C2=CC1 6-bromotryptophane